C(#N)C1=C(OC=2C(=C3C(N(C=NC3=CC2)[C@H]2COC3(C2)CCN(CC3)C(=O)OC(C)(C)C)=O)OC)C(=CC=C1NS(N(C)CC)(=O)=O)F tert-butyl (3R)-3-[6-[2-cyano-3-[[ethyl(methyl)sulfamoyl]amino]-6-fluoro-phenoxy]-5-methoxy-4-oxo-quinazolin-3-yl]-1-oxa-8-azaspiro[4.5]decane-8-carboxylate